ClC=1N=C2C(=C(C(N(C2=CC1)C)=O)C#N)N1C[C@@H]([C@@H](CC1)NC1=CC=C(C=C1)F)C 6-chloro-4-[(3s,4r)-4-(4-fluoroanilino)-3-methyl-1-piperidinyl]-1-methyl-2-oxo-1,5-naphthyridine-3-carbonitrile